COC1=CC=C(C=C1)C(CC(C1OC2(OC1)CCCCC2)C2=CC=C(C=C2)OC)=O 1,3-bis(4-methoxyphenyl)-3-(1,4-dioxaspiro[4.5]decan-2-yl)propan-1-one